6-benzyl-5-oxo-1,4,5,6-tetrahydropyrido[3,4-C][1,8]naphthyridine-3(2H)-carboxylic acid tert-butyl ester C(C)(C)(C)OC(=O)N1CC=2C(N(C=3N=CC=CC3C2CC1)CC1=CC=CC=C1)=O